BrC=1C=C2C(=NC=NC2=C(C1)OC(F)F)NC(C)C1=NC=CN=C1C1=NC=CC=N1 6-bromo-8-(difluoromethoxy)-N-[1-(3-pyrimidin-2-ylpyrazin-2-yl)ethyl]quinazolin-4-amine